ClC=1C=C(C=CC1)NS(=O)(=O)C=1C=CC(=C(C1)NC(=O)C1CC1)O N-(5-(N-(3-chlorophenyl)sulfamoyl)-2-hydroxyphenyl)cyclopropanecarboxamide